BrC1C(CCC1Br)=O 2,3-dibromocyclopentane-1-one